1,1,2-trichloro-3,3-difluoropropane ClC(C(C(F)F)Cl)Cl